(S)-3-nitro-6a,7,9,10-tetrahydro-6H-[1,4]oxazino[4,3-d]pyrido[3,2-b][1,4]oxazine-2-carbonitrile [N+](=O)([O-])C1=CC=2OC[C@H]3N(C2N=C1C#N)CCOC3